ClC1=NC(=CC=C1C(=O)NS(=O)(=O)C1=CC=CC(=N1)NCCCC1CCC(N1C(=O)OC(C)(C)C)(C)C)N1N=C(C=C1)OCC1C2(C13CC3)CC2 tert-Butyl 5-[3-[[6-[[2-chloro-6-[3-(dispiro[2.0.2.1]heptan-7-ylmethoxy)pyrazol-1-yl]pyridine-3-carbonyl]sulfamoyl]-2-pyridyl]amino]propyl]-2,2-dimethyl-pyrrolidine-1-carboxylate